N-((3R,4S)-3-fluoro-1-(4-((2-fluoro-3-methyl-4-((1-methyl-1H-benzo[d][1,2,3]triazol-5-yl)oxy)phenyl)amino)pyrido[3,2-d]pyrimidin-6-yl)piperidin-4-yl)acrylamide F[C@@H]1CN(CC[C@@H]1NC(C=C)=O)C=1C=CC=2N=CN=C(C2N1)NC1=C(C(=C(C=C1)OC1=CC2=C(N(N=N2)C)C=C1)C)F